FC(CO)(F)C=1C(=C(C=CC1)[C@@H](C)NC(OC(C)(C)C)=O)F tert-butyl N-[(1R)-1-[3-(1,1-difluoro-2-hydroxyethyl)-2-fluorophenyl]ethyl]carbamate